ClC=1C=C(C=C(C1)Cl)C1=NC(=CC(=C1)CN1CCC(CC1)CC(=O)O)OC=1C=NC(=NC1)N1CCN(CC1)CCCS(=O)(=O)C 2-(1-((2-(3,5-dichlorophenyl)-6-((2-(4-(3-(methylsulfonyl)propyl)piperazin-1-yl)pyrimidin-5-yl)oxy)pyridin-4-yl)methyl)piperidin-4-yl)acetic acid